3-[4-(Morpholinomethyl)phenyl]-1-sulfamoyl-pyrrole-2-carboxylic acid O1CCN(CC1)CC1=CC=C(C=C1)C1=C(N(C=C1)S(N)(=O)=O)C(=O)O